O1CC(CC1)C1=CC=2C3=NNC4=CC=C(OCCCNC(COC(=C1)C2)=O)C=C34 4-(oxolan-3-yl)-7,14-dioxa-10,19,20-triazatetracyclo[13.5.2.12,6.018,21]tricosa-1(20),2(23),3,5,15,17,21-heptaen-9-one